OCCC[Si](OC)(OC)OC 3-hydroxypropyl-trimethoxysilan